C(C)(C)(C)OC(C1=C(C=C(C(=C1)OC)OC)O)=O hydroxyl-4,5-dimethoxybenzoic acid tert-butyl ester